2-[(5-bromo-6-fluoropyridin-2-yl)methyl]isoindole-1,3-dione BrC=1C=CC(=NC1F)CN1C(C2=CC=CC=C2C1=O)=O